3-[3-methyl-3-(4-chlorophenyl)-3,4-dihydroisoquinolin-1-yl]quinoline CC1(N=C(C2=CC=CC=C2C1)C=1C=NC2=CC=CC=C2C1)C1=CC=C(C=C1)Cl